NC1=C2C(=NC=N1)N(N=C2C2=CC=C(C=C2)OC2=CC=CC=C2)[C@H]2CN(CCC2)C(CCCN2CCN(CC2)CCCCCCSC2=C1C(N(C(C1=CC=C2)=O)C2C(NC(CC2)=O)=O)=O)=O 4-((6-(4-(4-((R)-3-(4-amino-3-(4-phenoxyphenyl)-1H-pyrazolo[3,4-d]pyrimidine-1-yl)piperidin-1-yl)-4-oxobutyl)piperazin-1-yl)hexyl)thio)-2-(2,6-dioxopiperidin-3-yl)isoIndoline-1,3-dione